Cl.N1C[C@@H](CCC1)N1C(C=2N(CC1)C=CN2)=O (R)-7-(Piperidin-3-yl)-6,7-dihydroimidazo[1,2-a]pyrazin-8(5H)-one hydrochloride